C(C)(C)(C)OC(=O)N[C@H]1[C@@H](C1)C(=O)OCC ethyl (1R,2R)-2-{[(tert-butoxy)carbonyl]amino}cyclopropane-1-carboxylate